2-cyano-3-(4-methoxyphenyl)-3-phenylprop-2-enoic acid 2-ethylhexyl ester C(C)C(COC(C(=C(C1=CC=CC=C1)C1=CC=C(C=C1)OC)C#N)=O)CCCC